N-(4-fluorophenyl)-2-((5-(2-hydroxyethenyl)-4-methyl-6-oxo-1,6-dihydropyrimidin-2-yl)thio)acetamide FC1=CC=C(C=C1)NC(CSC=1NC(C(=C(N1)C)C=CO)=O)=O